ClC1=NC=C(C(=O)NC([2H])([2H])[2H])C(=C1)NC1=C(C=2N(C=N1)N=CC2Cl)OC 6-Chloro-4-((3-chloro-4-methoxypyrazolo[1,5-c]pyrimidin-5-yl)amino)-N-(methyl-d3)nicotinamide